6-((cyclopropylamino)methyl)-3-methylbenzo[d]oxazol-2(3H)-one C1(CC1)NCC1=CC2=C(N(C(O2)=O)C)C=C1